S(=O)(=O)(ON1[C@@H]2CC[C@H](N(C1=O)C2)C(COC)(F)F)[O-].[Na+] Sodium (2S,5R)-2-(1,1-difluoro-2-methoxyethyl)-7-oxo-1,6-diazabicyclo[3.2.1]octan-6-yl sulfate